C(C)O/C=C/C1=C(OC2=CN=C(C=C21)NC2CCC(CC2)N([C@@H]2COCC2)C)C(=O)OC methyl (S,E)-3-(2-ethoxyvinyl)-5-((4-(methyl(tetrahydrofuran-3-yl)amino)cyclohexyl)amino)furo[2,3-c]pyridine-2-carboxylate